2-(3-amino-6-chloro-9-methyl-9H-pyrido[2,3-b]indol-2-yl)propan-2-ol NC1=CC2=C(N(C3=CC=C(C=C23)Cl)C)N=C1C(C)(C)O